ethyl 5-cyano-6-(8-methyl-1-naphthyl)-4-[(2,2,2-trichloroacetyl)carbamoylamino]pyridine-3-carboxylate C(#N)C=1C(=C(C=NC1C1=CC=CC2=CC=CC(=C12)C)C(=O)OCC)NC(NC(C(Cl)(Cl)Cl)=O)=O